(S)-N-((2-(6-(3-(hydroxymethyl)piperazin-1-yl)pyridin-2-yl)-1,6-naphthyridin-7-yl)methyl)-4-methyl-3-(methylsulfonyl)benzamide OC[C@@H]1CN(CCN1)C1=CC=CC(=N1)C1=NC2=CC(=NC=C2C=C1)CNC(C1=CC(=C(C=C1)C)S(=O)(=O)C)=O